((1-acetylindol-4-yl)oxy)-2-((4-bromo-2-fluorophenyl)amino)-1-methyl-6-oxo-1,6-dihydropyridine-3-carboxamide C(C)(=O)N1C=CC2=C(C=CC=C12)OC=1C(=C(N(C(C1)=O)C)NC1=C(C=C(C=C1)Br)F)C(=O)N